2-(cyclohexylamino)-7-(1H-imidazol-1-yl)thieno[3,2-d]pyrimidin-4(3H)-one C1(CCCCC1)NC=1NC(C2=C(N1)C(=CS2)N2C=NC=C2)=O